(3S,4r,5R)-1-(3-(4-fluorophenyl)propyl)piperidine-3,4,5-triol FC1=CC=C(C=C1)CCCN1C[C@@H](C([C@@H](C1)O)O)O